5-(4-(2,3-dimethylphenyl)piperazin-1-yl)-2-((2,5-dimethylphenyl)sulfonamido)-benzoic acid CC1=C(C=CC=C1C)N1CCN(CC1)C=1C=CC(=C(C(=O)O)C1)NS(=O)(=O)C1=C(C=CC(=C1)C)C